Lithium tetrathio isocyanate oxalate phosphate P(=O)([O-])(O)O.C(C(=O)O)(=O)O.S(SSSN=C=O)N=C=O.[Li+]